ClC1=CC=C(C=C1)[C@@]1(N(C(C2=CC(=CC=C12)C(C)(C1=CC=NN1)O)=O)CC1=NC=C(C=C1)Cl)OC (3R)-3-(4-Chlorophenyl)-2-[(5-chloropyridin-2-yl)methyl]-6-[1-hydroxy-1-(1H-pyrazol-5-yl)ethyl]-3-methoxy-2,3-dihydro-1H-isoindol-1-on